OC1=C(C=C(COC2=C(C=C(C=O)C=C2)OC)C=C1)OC 4-((4-hydroxy-3-methoxy-benzyl)oxy)-3-methoxybenzaldehyde